3-(1-Vinyl-3-imidazolio)-propanesulfonate C(=C)N1C=[N+](C=C1)CCCS(=O)(=O)[O-]